NC1=NC=CC=C1C1=NC=2C(=NC(=CC2)C2=CC=CC=C2)N1C1=CC=C(CN2CCC(CC2)NC=2C(C(C2OC2CCCC2)=S)=O)C=C1 2-((1-(4-(2-(2-aminopyridin-3-yl)-5-phenyl-3H-imidazo[4,5-b]pyridin-3-yl)benzyl)piperidin-4-yl)amino)-3-(cyclopentyloxy)-4-thioxocyclobut-2-en-1-one